[PH3]=O phosphine oxid